N[C@@H](C(C)C)C(=O)OC=1COCC2=CN3C=C4C(=NC5=CC=CC=6C5=C4C=CC6)C3=CC21 12H-benzo[de]pyrano[3',4':6,7]indolizino[1,2-b]quinolin-9-yl L-valinate